N1(C=NC=C1)CCCNC(=O)C1=NOC(=C1)C=1SC=CN1 N-(3-(1H-imidazol-1-yl)propyl)-5-(thiazol-2-yl)isoxazole-3-carboxamide